C(C)OC(=O)C=1N=NN(C1C)C1=NC=C(C(=C1)C)C#N 1-(5-cyano-4-methylpyridin-2-yl)-5-methyl-1H-1,2,3-triazole-4-carboxylic acid ethyl ester